C(C)(C)(C)OC(=O)N(S(=O)(=O)C1=CC2=C(N(C(N(C2=O)CC=2C=NN(C2)C)=O)C2CCN(CC2)C(=O)O)S1)C1(CC1)C 4-(6-(N-(tert-butoxycarbonyl)-N-(1-methylcyclopropyl)sulfamoyl)-3-((1-Methyl-1H-pyrazole-4-yl)methyl)-2,4-dioxo-3,4-dihydrothieno[2,3-d]pyrimidin-1(2H)-yl)piperidine-1-carboxylic acid